CN1CCC(CC1)OC=1C=NC2=CC=C(C=C2N1)C1=CNC=2N=C(N=CC21)NC2=CC=NC=C2 5-(3-((1-methylpiperidin-4-yl)oxy)quinoxalin-6-yl)-N-(pyridin-4-yl)-7H-pyrrolo[2,3-d]pyrimidin-2-amine